monohydroxy-docosanoic acid OC(C(=O)O)CCCCCCCCCCCCCCCCCCCC